C(C)(C)(C)OC(=O)N1CCC(C2=CC=CC(=C12)F)N1C(N(C2=NC(=NC=C2C1)NC1=CC=C(C=C1)N1CCN(CC1)C)C)=O 8-fluoro-4-[1-methyl-7-[4-(4-methylpiperazin-1-yl)anilino]-2-oxo-4H-pyrimido[4,5-d]pyrimidin-3-yl]-3,4-dihydro-2H-quinoline-1-carboxylic acid tert-butyl ester